(((1R)-1-(2-(ethylsulfinyl)-6-methyl-4-oxo-4H-chromen-8-yl)ethyl)amino)benzoic acid C(C)S(=O)C=1OC2=C(C=C(C=C2C(C1)=O)C)[C@@H](C)NC1=C(C(=O)O)C=CC=C1